(5-(8-(tert-butoxycarbonyl)-3,8-diazabicyclo[3.2.1]octan-3-yl)pyridin-3-yl)boronic acid C(C)(C)(C)OC(=O)N1C2CN(CC1CC2)C=2C=C(C=NC2)B(O)O